[Si](C)(C)(C(C)(C)C)O[C@@H]1[C@@H](CCC1)C1=CC(=NC=C1)C1=CN=C2N1N=C(C=C2)Cl 3-(4-((1S,2S)-2-((tert-butyldimethylsilyl)oxy)cyclopentyl)pyridin-2-yl)-6-chloroimidazo[1,2-b]pyridazine